C(C)(C)(C)N1N=C(C=C1NC(CC1=CC(=NO1)C)=O)C1CCC(CCC1)O N-(1-(tert-butyl)-3-(4-hydroxycycloheptyl)-1H-pyrazol-5-yl)-2-(3-methylisoxazol-5-yl)acetamide